C12(CC3CC(CC(C1)C3)C2)CCN2CCN(CC2)CC2=C3C(N(C(=NC3=CC=C2)C)C2C(NC(CC2)=O)=O)=O 3-(5-((4-(2-((1s,3s)-adamantan-1-yl)ethyl)piperazin-1-yl)methyl)-2-methyl-4-oxoquinazolin-3(4H)-yl)piperidine-2,6-dione